S1C=CC2=C1C=C(C=C2)C2=NN1C(CN([C@@H](C1)C)C(\C=C\CN(C)C)=O)=C2C2=CC=NC=C2 |r| (2E)-1-[(RS)-2-(1-benzothiophen-6-yl)-6-methyl-3-(pyridin-4-yl)-6,7-dihydropyrazolo[1,5-a]pyrazin-5(4H)-yl]-4-(dimethylamino)but-2-en-1-one